1-keto-isoquinoline-5-sulfonamide O=C1NC=CC=2C(=CC=CC12)S(=O)(=O)N